4-hydroxy-7-phenoxy-3-isoquinolinecarboxylic acid OC1=C(N=CC2=CC(=CC=C12)OC1=CC=CC=C1)C(=O)O